(R)-8-amino-2-[3-[2-(3-hydroxy-1-methyl-2-oxo-pyrrolidin-3-yl)ethynyl]phenyl]-1,7-naphthyridine-5-carbonitrile NC1=NC=C(C=2C=CC(=NC12)C1=CC(=CC=C1)C#C[C@]1(C(N(CC1)C)=O)O)C#N